FC1=C(C=CC(=C1)F)CNC(=O)C1=CN2[C@@H]3CCCCN(C(C2=C(C1=O)O)=O)[C@@H]3C (1R,14R)-N-[(2,4-difluorophenyl)methyl]-6-hydroxy-14-methyl-5,8-dioxo-2,9-diazatricyclo[7.4.1.02,7]tetradec-3,6-diene-4-carboxamide